((2R,3S,4R,5R)-5-Cyano-5-(2,4-dioxo-3,4-dihydropyrimidin-1(2H)-yl)-3,4-dihydroxy-tetrahydrofuran-2-yl)methyl isobutyrate C(C(C)C)(=O)OC[C@H]1O[C@]([C@@H]([C@@H]1O)O)(N1C(NC(C=C1)=O)=O)C#N